CC1=C(C(NC2=CC=CC=C12)=O)CNC(C1=CN=C(C=C1)C(F)(F)F)=O N-((4-methyl-2-oxo-1,2-dihydroquinolin-3-yl)methyl)-6-(trifluoromethyl)nicotinamide